1-methyl-5-(trimethylstannyl)-3,4-dihydro-1H-2,6-naphthyridine-2-carboxylic acid tert-butyl ester C(C)(C)(C)OC(=O)N1C(C2=CC=NC(=C2CC1)[Sn](C)(C)C)C